FC1=C(C2=C(N=CNC2=O)N(C1=O)C)NC1=C(C=C(C=C1)I)F 6-fluoro-5-(2-fluoro-4-iodophenylamino)-8-methylpyrido[2,3-d]pyrimidine-4,7(3h,8h)-dione